6-Chloro-4-pyrimidinecarboxylic acid ClC1=CC(=NC=N1)C(=O)O